N1(CCNCC1)C1=CC=C(C=N1)C1=NC2=CC=CC=C2C=N1 (6-piperazin-1-yl-3-pyridyl)quinazoline